4-((2'-((((1R,2S)-1-(3,5-bis(trifluoromethyl)phenyl)-1-hydroxypropan-2-yl)(isopropyl)amino)methyl)-6-methoxy-4-methyl-4'-(trifluoromethyl)-[1,1'-biphenyl]-3-yl)oxy)butanoic acid FC(C=1C=C(C=C(C1)C(F)(F)F)[C@H]([C@H](C)N(C(C)C)CC1=C(C=CC(=C1)C(F)(F)F)C1=CC(=C(C=C1OC)C)OCCCC(=O)O)O)(F)F